2-ethoxy-1-ethoxycarboxyl-1,2-dihydroquinoline C(C)OC1(N(C2=CC=CC=C2C=C1)OCC)C(=O)O